(E)-2-cyano-3-(3,4-dihydroxyphenyl)-2-propenamide C(#N)/C(/C(=O)N)=C\C1=CC(=C(C=C1)O)O